C(#N)C1=NC(=NC2=C(C=C(C=C12)C)C(C)NC1=C(C(=O)O)C=CC=C1)N1CCC(CC1)(C)C 2-((1-(4-cyano-2-(4,4-dimethylpiperidin-1-yl)-6-methylquinazolin-8-yl)ethyl)amino)benzoic acid